ClC=1C=CC(=C(C1)C1=CC(=C(N=N1)C)NC1=CC=NC2=CC(=CC=C12)OC(=O)N1[C@@H]2CN([C@H](C1)C2)C)F 4-{[6-(5-chloro-2-fluorophenyl)-3-methylpyridazin-4-yl]-amino}quinolin-7-yl-(1S,4S)-5-methyl-2,5-diazabicyclo-[2.2.1]heptane-2-carboxylate